(S)-6-(((R)-1-(5-chloropyridin-2-yl)-2-methylpropyl)amino)-2-((R)-2-(4-fluorophenyl)-2-methoxyethyl)-N-hydroxyhexanamide ClC=1C=CC(=NC1)[C@@H](C(C)C)NCCCC[C@H](C(=O)NO)C[C@@H](OC)C1=CC=C(C=C1)F